N-[(3R,4R)-4-[2-chloro-4-(2-hydroxybenzoyl)benzamido]pyrrolidin-3-yl]pyridine-4-carboxamide ClC1=C(C(=O)N[C@H]2[C@@H](CNC2)NC(=O)C2=CC=NC=C2)C=CC(=C1)C(C1=C(C=CC=C1)O)=O